((6-(cyclopropyl(methyl)amino)-1-oxo-2,3-dihydro-tert-butyl 1H-pyrrolo[3,4-c]pyridin-4-yl)methyl)(methyl)carbamate C1(CC1)N(C1=CC2=C(C(=N1)COC(NC)=O)CN(C2=O)C(C)(C)C)C